(E)-4-methoxy-4-oxobut-2-enoic acid COC(/C=C/C(=O)O)=O